(S)-7-(1-(2-(aminomethyl)-6-oxo-5-oxa-7-azaspiro[3.4]oct-7-yl)ethyl)-3-(5-hydroxy-6-methoxypyridin-3-yl)-1H-indole-2-carboxylic acid NCC1CC2(C1)OC(N(C2)[C@@H](C)C=2C=CC=C1C(=C(NC21)C(=O)O)C=2C=NC(=C(C2)O)OC)=O